CNC(O[Si](C)(OC)OC)=O Dimethoxy(methyl)silyl methylcarbamate